C(CCCCCCCCCCCCCCCCCCC)I n-eicosyl iodide